1-Azidoethyl-choline N(=[N+]=[N-])C(C)OCC[N+](C)(C)C